C(C)OC1=C(OCC(C(=O)NC2CCN(CC2)C)(C)C)C=CC=C1 3-(2-ethoxyphenoxy)-2,2-dimethyl-N-(1-methylpiperidin-4-yl)propionamide